N-[6-(5-chloro-1,3-benzoxazol-2-yl)spiro[3.3]heptan-2-yl]-5-[(isopropylsulfonimidoyl)methyl]furan-2-carboxamide ClC=1C=CC2=C(N=C(O2)C2CC3(CC(C3)NC(=O)C=3OC(=CC3)CS(=O)(=N)C(C)C)C2)C1